(3R)-3-acetamidopyrrolidine-1-carboxylic acid tert-butyl ester C(C)(C)(C)OC(=O)N1C[C@@H](CC1)NC(C)=O